NC=1C=C(C=C2C=C(N=CC12)NC(=O)[C@H]1[C@@H](C1)C#N)C=1C(=NNC1C)CO |r| (±)-trans-N-[8-amino-6-[3-(hydroxymethyl)-5-methyl-1H-pyrazol-4-yl]-3-isoquinolyl]-2-cyano-cyclopropanecarboxamide